C1(=CC=CC=C1)S(=O)(=O)/C=C/CNC(=O)C=1C(NC=2CCN(CC2C1)C(=O)OC(C)(C)C)=O tert-butyl 3-{[(2E)-3-(benzenesulfonyl) prop-2-en-1-yl] carbamoyl}-2-oxo-1,2,5,6,7,8-hexahydro-1,6-naphthyridine-6-carboxylate